CC1C(CCC1)NC1=NC(=NC=C1C=O)SC 4-((2-methylcyclopentyl)amino)-2-(methylthio)pyrimidine-5-carbaldehyde